4-(3-chloro-1H-indol-5-yl)piperidine-1-carboxylic acid tert-butyl ester C(C)(C)(C)OC(=O)N1CCC(CC1)C=1C=C2C(=CNC2=CC1)Cl